Tetradecyl heptadecanoate Tetradecyl-nonadecanoate Tetradecyl-dodecanoate C(CCCCCCCCCCCCC)OC(CCCCCCCCCCC)=O.C(CCCCCCCCCCCCC)OC(CCCCCCCCCCCCCCCCCC)=O.C(CCCCCCCCCCCCCCCC)(=O)OCCCCCCCCCCCCCC